(2R)-2-(6-{5-Chloro-2-[(1,1-dioxo-1λ6-thian-4-yl)amino]pyrimidin-4-yl}-1-oxo-2,3-dihydro-1H-isoindol-2-yl)-N-[(1S)-2-hydroxy-1-(3-methylphenyl)ethyl]propanamid ClC=1C(=NC(=NC1)NC1CCS(CC1)(=O)=O)C1=CC=C2CN(C(C2=C1)=O)[C@@H](C(=O)N[C@H](CO)C1=CC(=CC=C1)C)C